[Cl-].[Cl-].C[Si](=[Zr+2](C1C(=CC(=C1)C)C)C1C(=CC(=C1)C)C)C dimethylsilylenebis(2,4-dimethylcyclopentadienyl)zirconium dichloride